((R)-pyrrolidin-3-yl)(3-(5-(trifluoromethyl)pyrimidin-2-yl)-3,8-diazabicyclo[3.2.1]octan-8-yl)methanone hydrochloride Cl.N1C[C@@H](CC1)C(=O)N1C2CN(CC1CC2)C2=NC=C(C=N2)C(F)(F)F